C1(CC1)OC=1C(=CC(=C(C1)C1C(CNCC1)(F)F)C)[N+](=O)[O-] 4-(5-cyclopropoxy-2-methyl-4-nitrophenyl)-3,3-difluoropiperidine